4',7,8-trimethoxyisoflavone COC1=CC=C(C2=COC3=C(C(=CC=C3C2=O)OC)OC)C=C1